1-(4-cyanophenyl)-5-(2-pyridylmethoxy)pyrazole-3-carboxylic acid C(#N)C1=CC=C(C=C1)N1N=C(C=C1OCC1=NC=CC=C1)C(=O)O